oxazol-4-yl(2-(5-(trifluoromethyl)-1,2,4-oxadiazol-3-yl)-6,7-dihydrothieno[3,2-c]pyridin-5(4H)-yl)methanone O1C=NC(=C1)C(=O)N1CC2=C(CC1)SC(=C2)C2=NOC(=N2)C(F)(F)F